C(#N)C1=CC=C(C=C1)NC(=O)C=1NC=C(C1)C1=NC(=NC=C1C(F)(F)F)N[C@@H]1CNCCC1 N-(4-cyanophenyl)-4-(2-{[(3S)-piperidin-3-yl]amino}-5-(trifluoromethyl)pyrimidin-4-yl)-1H-pyrrole-2-carboxamide